tert-butyl 1'-(2-oxo-2,3-dihydrobenzo[d]oxazol-6-yl)-[1,4'-bipiperidine]-4-carboxylate O=C1OC2=C(N1)C=CC(=C2)N2CCC(CC2)N2CCC(CC2)C(=O)OC(C)(C)C